ClC=1C=C(C=CC1)N1CCN(CC1)C(C(CC1=CC=CC=C1)N1C(CCC1=O)=O)=O (1-(4-(3-chlorophenyl)piperazin-1-yl)-1-oxo-3-phenylpropan-2-yl)pyrrolidine-2,5-dione